C(CCOC1=CC=C(C=C1C=1C(=C(C=C(C1)C(C)(CC(C)(C)C)C)N1C2=CC(=CC=C2C=2C=CC(=CC12)[Si](C1=CC=CC=C1)(C)C)[Si](C1=CC=CC=C1)(C)C)O)F)OC1=CC=C(C=C1C=1C(=C(C=C(C1)C(C)(CC(C)(C)C)C)N1C2=CC(=CC=C2C=2C=CC(=CC12)[Si](C1=CC=CC=C1)(C)C)[Si](C1=CC=CC=C1)(C)C)O)F 6',6'''-(propane-1,3-diylbis(oxy))bis(3-(2,7-bis(dimethyl(phenyl)silyl)-9H-carbazol-9-yl)-3'-fluoro-5-(2,4,4-trimethylpentan-2-yl)-[1,1'-biphenyl]-2-ol)